C1CCC2=C(C=3CCCC3C=C12)NC(=O)N=[S@@](=O)(N)[C@@H](C)CCC1=CC=CC=C1 (S,2S)-N'-((1,2,3,5,6,7-hexahydro-s-indacen-4-yl)carbamoyl)-4-phenylbutane-2-sulfonimidamide